1-(1H-Benzo[d]imidazol-5-yl)-5-(3,4-dichlorophenyl)imidazolidin-2-on N1C=NC2=C1C=CC(=C2)N2C(NCC2C2=CC(=C(C=C2)Cl)Cl)=O